4-(benzyloxy)-8-(6-methyl-1-(tetrahydro-2H-pyran-2-yl)-5-(trifluoromethyl)-1H-indazol-4-yl)-2-(methylthio)-9H-pyrido[4',3':3,4]cyclopenta[1,2-d]pyrimidin-9-one C(C1=CC=CC=C1)OC=1C2=C(N=C(N1)SC)C(C1=C2C=CN=C1C1=C2C=NN(C2=CC(=C1C(F)(F)F)C)C1OCCCC1)=O